6-[4-(pyrrolidine-3-carbonyl)piperazin-1-yl]pyridine-3-carbonitrile N1CC(CC1)C(=O)N1CCN(CC1)C1=CC=C(C=N1)C#N